8-{5-[7-(Morpholin-4-yl)-6,7,8,9-tetrahydro-5H-benzo[7]annulen-2-yl]-1H-pyrazolo[3,4-b]pyridin-3-yl}-2,3,4,5-tetrahydro-1,4-benzoxazepin-5-one N1(CCOCC1)C1CCC2=C(CC1)C=C(C=C2)C=2C=C1C(=NC2)NN=C1C1=CC2=C(C(NCCO2)=O)C=C1